N-(i-butoxycarbonyl)-L-proline C(C(C)C)OC(=O)N1[C@@H](CCC1)C(=O)O